6-bromo-1,2,3,4-tetrahydroquinolin-2-one BrC=1C=C2CCC(NC2=CC1)=O